ClC=1C(C(=C(C(C1NC(C)C)=O)C1=C(NC2=CC=CC=C12)C)Cl)=O 2,6-dichloro-3-(isopropylamino)-5-(2-methyl-1H-indol-3-yl)cyclohexane-2,5-diene-1,4-dione